1-(4-methoxyphenyl)-2,2,3-trimethylbutan-1-one COC1=CC=C(C=C1)C(C(C(C)C)(C)C)=O